5-(4-(2-(Dimethylamino)ethyl)-2-(5-((N-(3-heptyldecanoyl)-N-methylglycyl)oxy)pentyl)-1,3-dioxolan-2-yl)pentyl 2-hexyldecanoate C(CCCCC)C(C(=O)OCCCCCC1(OCC(O1)CCN(C)C)CCCCCOC(CN(C)C(CC(CCCCCCC)CCCCCCC)=O)=O)CCCCCCCC